butyl 1-(5-((tetrahydro-2H-pyran-2-yl)oxy)pentyl)cyclopropane-1-carboxylate O1C(CCCC1)OCCCCCC1(CC1)C(=O)OCCCC